[Na+].C(CN(CC(=O)[O-])CC(=O)[O-])N(CC(=O)O)CC(=O)[O-].[Cu+2] copper ethylenediaminetetraacetate sodium salt